FP(Cl)F difluorochlorophosphine